1-(tert-butoxycarbonylamino)-1-cyclohexanecarboxylic acid C(C)(C)(C)OC(=O)NC1(CCCCC1)C(=O)O